(S)-6-chloro-2-(5-(1,2-dimethoxyethyl)-4H-1,2,4-triazol-3-yl)-5-methoxy-1-methyl-3-(1H-pyrazol-4-yl)-1H-pyrrolo[3,2-b]pyridine ClC=1C=C2C(=NC1OC)C(=C(N2C)C2=NN=C(N2)[C@@H](COC)OC)C=2C=NNC2